N-(5-((2-(2,2-dimethylpyrrolidin-1-yl)ethyl)carbamoyl)-2-methylpyridin-3-yl)-2-(6-(2-fluoroethoxy)pyridin-2-yl)pyrazolo[5,1-b]thiazole-7-carboxamide CC1(N(CCC1)CCNC(=O)C=1C=C(C(=NC1)C)NC(=O)C=1C=NN2C1SC(=C2)C2=NC(=CC=C2)OCCF)C